N-(2,3-dibromopropionyl)-N-methylglycine tert-butyl ester C(C)(C)(C)OC(CN(C)C(C(CBr)Br)=O)=O